4-Chloro-N-(8-fluoro-6-oxo-1,4,5,6-tetrahydro-2H-pyrano[3,4-c]isoquinolin-1-yl)-N-methyl-1H-indole-2-carboxamide ClC1=C2C=C(NC2=CC=C1)C(=O)N(C)C1COCC=2NC(C=3C=C(C=CC3C21)F)=O